2-((3S,5R)-5-(2,3-dichloro-6-hydroxyphenyl)pyrrolidin-3-yl)-N-((S)-1-hydroxypropan-2-yl)acetamide ClC1=C(C(=CC=C1Cl)O)[C@H]1C[C@H](CN1)CC(=O)N[C@H](CO)C